BrC=1C=C2C3(CN(C2=CC1)C(=O)C=1C=C(C=CC1)S(=O)(=O)NC1CCC1)CCC1(CC3)CC1 3-(5''-bromodispiro[cyclopropane-1,1'-cyclohexane-4',3''-indoline]-1''-carbonyl)-N-cyclobutylbenzenesulfonamide